4-Benzyl 1-tert-butyl 4-ethylpiperidine-1,4-dicarboxylate C(C)C1(CCN(CC1)C(=O)OC(C)(C)C)C(=O)OCC1=CC=CC=C1